COC(=O)C=1C=NC=C(C1)NCC1CC1 5-[(cyclopropylmethyl)amino]Pyridine-3-carboxylic acid methyl ester